N1=CC=C(C=C1)C=C1CC2(CN(C2)C(=O)OC(C)(C)C)C1 tert-butyl 6-(4-pyridylmethylene)-2-azaspiro[3.3]heptane-2-carboxylate